(1,1-dimethylallyloxy)glyoxime CC(C=C)(OC(=NO)C=NO)C